5-bromo-N4-(2-isopropylsulfonylphenyl)-N2-(4-methyl-2,3-dihydro-1,4-benzoxazin-7-yl)pyrimidine-2,4-diamine BrC=1C(=NC(=NC1)NC1=CC2=C(N(CCO2)C)C=C1)NC1=C(C=CC=C1)S(=O)(=O)C(C)C